(2-((5-chloro-2-(((S)-7-(pyrrolidin-1-yl)-6,7,8,9-tetrahydro-5H-benzo[7]annulen-2-yl)amino)pyrimidin-4-yl)amino)phenyl)(methyl)(methylimino)-λ6-sulfanone ClC=1C(=NC(=NC1)NC=1C=CC2=C(CC[C@H](CC2)N2CCCC2)C1)NC1=C(C=CC=C1)S(=O)(=NC)C